[2-(3-chloro-4-hydroxy-phenylamino)-5-methyl-pyrimidin-4-ylamino]-3H-benzooxazol-2-one ClC=1C=C(C=CC1O)NC1=NC=C(C(=N1)NN1C(OC2=C1C=CC=C2)=O)C